((R)-4-(3-amino-6-(2-hydroxyphenyl)pyridazin-4-yl)-2-methylpiperazin-1-yl)((S)-tetrahydrofuran-2-yl)methanone NC=1N=NC(=CC1N1C[C@H](N(CC1)C(=O)[C@H]1OCCC1)C)C1=C(C=CC=C1)O